OC1CCC(CC1)NC1=C(C(=O)N)C=CC(=C1)N1N=C(C=2C(CC(CC12)(C)C)=O)C 2-[(4-hydroxycyclohexyl)amino]-4-(4,5,6,7-tetrahydro-3,6,6-trimethyl-4-oxo-1H-indazol-1-yl)-benzamide